ClC=1C=C(C=CC1)N(C1(CCC2(C(=CC3=CC=C(C=C23)C(C)(C)OC)C[C@H](CO)C)CC1)C(=O)OC)C(C(F)(F)F)=O methyl (1r,4R)-4-[(3-chlorophenyl)(trifluoroacetyl)amino]-2'-[(2R)-3-hydroxy-2-methylpropyl]-6'-(2-methoxypropan-2-yl)spiro[cyclohexane-1,1'-indene]-4-carboxylate